1-(4-(methylsulfonyl)phenyl)butane-1-one oxime CS(=O)(=O)C1=CC=C(C=C1)C(CCC)=NO